(Z)-1-(4-(2-methyl-5-(trifluoromethyl)phenyl)-piperazine-1-yl)-3-(3-(pentafluoro-λ6-sulfaneyl)phenyl)prop-2-en-1-one CC1=C(C=C(C=C1)C(F)(F)F)N1CCN(CC1)C(\C=C/C1=CC(=CC=C1)S(F)(F)(F)(F)F)=O